(4-(2-acetamidophenyl)-2-butyrylamino-4-oxobutyrylamino)-4-oxobutanoic acid butyl ester C(CCC)OC(C(CC=O)NC(C(CC(=O)C1=C(C=CC=C1)NC(C)=O)NC(CCC)=O)=O)=O